2-chloro-isonicotinaldehyde ClC=1C=C(C=O)C=CN1